3-bromo-5-ethanesulfonyl-pyrazolo[1,5-a]pyridine BrC=1C=NN2C1C=C(C=C2)S(=O)(=O)CC